P(O)(=O)(OP(=O)(O)OP(=O)(O)O)OC[C@@H]1[C@H]([C@H]([C@@H](O1)C1=CN(C(=O)NC1=O)CC1CCCC1)O)O 1-cyclopentylmethyl-pseudouridine triphosphate